CC1(C2C(CCC1C2)CS)C (7,7-dimethyl-2-bicyclo[3.1.1]heptanyl)methanethiol